FC1=CC=C(OC2=CC=C(C=C2)C2=CC(=NC(=C2)N(CCC=2N=NNN2)C2=CC=CC=C2)C(=O)N)C=C1 4-[4-(4-Fluoro-phenoxy)-phenyl]-6-{phenyl-[2-(2H-tetrazol-5-yl)-ethyl]-amino}-pyridine-2-carboxylic acid amide